N1C(=CC2=CC=CC=C12)C(=O)N1CC2=C(CC1)NN=C2C(=O)N2[C@@H](CCC2)C(=O)OC(C)(C)C tert-butyl (2S)-1-[5-(1H-indole-2-carbonyl)-1H,4H,5H,6H,7H-pyrazolo[4,3-c]pyridine-3-carbonyl]pyrrolidine-2-carboxylate